2-amino-3-cyano-4-methyl-4,5,6,7-tetrahydrobenzo[b]thiophene-4-carboxylic acid NC1=C(C2=C(S1)CCCC2(C(=O)O)C)C#N